3-(2-chlorophenyl)-2-methylquinazolin-4(3H)-one ClC1=C(C=CC=C1)N1C(=NC2=CC=CC=C2C1=O)C